[3,3-difluoro-1-([1,2,4]triazolo[1,5-c]pyrimidin-5-yl)-4-piperidyl]-(9-fluoro-3,5-dihydro-2H-pyrido[3,4-f][1,4]oxazepin-4-yl)methanone FC1(CN(CCC1C(=O)N1CCOC2=C(C1)C=NC=C2F)C2=NC=CC=1N2N=CN1)F